7-chloro-4-fluoro-6-methoxy-1H-benzimidazole-2-carboxylic acid ClC1=C(C=C(C2=C1NC(=N2)C(=O)O)F)OC